2-methoxy-5-(8-methoxy-6-(4,4,5,5-tetramethyl-1,3,2-dioxaborolan-2-yl)chroman-2-yl)pyridine COC1=NC=C(C=C1)C1OC2=C(C=C(C=C2CC1)B1OC(C(O1)(C)C)(C)C)OC